BrC(C)(C)Br di(bromo)propane